2,3,4,5,6,7,9,10-octahydro-12,14-(ethanediylidene)-3,6-methanopyrido[2,3-l][1,4,11,8]trioxazacyclopentadecine-19-carboxamide O1CC2NCC(COCCOC=3C=C4C1=NC=CC4=CC3C(=O)N)C2